[N+](=O)([O-])C=1C=C(C=CC1)C(S(=O)(=O)N1CCC(CC1)=O)C1=CC=CC=C1 1-[(3-nitrophenyl)-phenyl-methyl]sulfonylpiperidin-4-one